(E)-N'-(4-nitrobenzylidene)benzenesulfonhydrazide [N+](=O)([O-])C1=CC=C(\C=N\NS(=O)(=O)C2=CC=CC=C2)C=C1